S(N)(O)(=O)=O Sulphamic acid